C(CCCCCCCCCCC)OCCC(=O)N(C)C beta-dodecyloxy-N,N-dimethylpropionamide